CC(=CCC=1C=CC=C2NC=3C=CC=CC3NC12)C 5,10-Dihydro-9-dimethylallylphenazin